C(C)OC(=O)C=1C(C=C2N(C(CC3=CC(=C(C=C23)OC)OCCCOC)C(CO)(C)C)C1)=O 6-(1-hydroxy-2-methylpropan-2-yl)-10-methoxy-9-(3-methoxypropoxy)-2-oxo-6,7-dihydro-2H-pyrido[2,1-a]isoquinoline-3-carboxylic acid ethyl ester